C(C1=CC=CC=C1)C1(CN(CC1)S(=O)(=O)C=1C=NC(=CC1)OC)C=1C=C2C=NN(C2=CC1C)C=1C=CC(N(C1)C)=O 5-(5-(3-benzyl-1-((6-methoxypyridin-3-yl)sulfonyl)pyrrolidin-3-yl)-6-methyl-1H-indazol-1-yl)-1-methylpyridin-2(1H)-one